1-phenyl-3-(2-naphthyl)-1-propyne C1(=CC=CC=C1)C#CCC1=CC2=CC=CC=C2C=C1